(S)-3-(4-((3,4-dihydro-2H-benzo[b][1,4]dioxepin-3-yl)methoxy)phenyl)-4-hexynoic acid O1C2=C(OCC(C1)COC1=CC=C(C=C1)[C@H](CC(=O)O)C#CC)C=CC=C2